C(CCCCCCCCCC)N(C(=O)NCCCCCCCCCCC)CCCCCCCCCCC N,N,N'-triundecylurea